4-FORMYL-2-METHOXYPHENYL 4-CHLORO-1-ETHYLPYRAZOLE-3-CARBOXYLATE ClC=1C(=NN(C1)CC)C(=O)OC1=C(C=C(C=C1)C=O)OC